1-(4-((4-(4-cyano-2-fluorophenyl)piperazin-1-yl)methyl)pyridin-2-yl)-3-ethylurea C(#N)C1=CC(=C(C=C1)N1CCN(CC1)CC1=CC(=NC=C1)NC(=O)NCC)F